(2S)-3-methyl-2-[methyl-[3-(3,3,3-trifluoroprop-1-ynyl)azetidine-1-carbonyl]amino]butanoic acid CC([C@@H](C(=O)O)N(C(=O)N1CC(C1)C#CC(F)(F)F)C)C